BrC1=CC(=C(C=C1)N1[C@@H]2CN([C@H](C1)C2)C(C)=O)F 1-((1S,4S)-5-(4-bromo-2-fluorophenyl)-2,5-diazabicyclo[2.2.1]heptan-2-yl)ethan-1-one